3-(1H-(1,2,3)Triazol-4-yl)-benzonitrile N1N=NC(=C1)C=1C=C(C#N)C=CC1